(2Z)-3-(2-isopropylphenyl)-2-[(E)-[3-[[4-(trifluoromethoxy)phenoxy]methyl]-1,2-benzothiazol-6-yl]methylenehydrazono]thiazolidin-4-one C(C)(C)C1=C(C=CC=C1)N1/C(/SCC1=O)=N/N=C/C1=CC2=C(C(=NS2)COC2=CC=C(C=C2)OC(F)(F)F)C=C1